C1(=CC=CC=C1)C1(C(C(C=CC(=O)O)=CC=C1O)C=CC)O 3-phenyl-2-propenyl-3,4-dihydroxycinnamic acid